nickel-titanium-iron-nickel [Ni].[Fe].[Ti].[Ni]